OCC(O)CO.C(OC)(OC)=O dimethyl carbonate compound with glycerol